N1=CSC=2N=CN=CC21 [1,3]thiazolo[5,4-d]pyrimidine